2-((1H-pyrrolo[2,3-b]pyridin-5-yl)oxy)-4-(4-((6-(3-methylbicyclo[1.1.1]pentan-1-yl)spiro[3.5]non-6-en-7-yl)methyl)piperazin-1-yl)benzoic acid N1C=CC=2C1=NC=C(C2)OC2=C(C(=O)O)C=CC(=C2)N2CCN(CC2)CC2=C(CC1(CCC1)CC2)C21CC(C2)(C1)C